6-levulinyl-alpha-D-galactopyranose C(CCC(=O)C)(=O)C([C@@H]1[C@@H]([C@@H]([C@H]([C@@H](O)O1)O)O)O)O